N-lauroyl-amid 3-Hydroxy-2,2-dimethylpropyl-9-{[(4-chloro-2,6-dimethylphenyl)acetyl]amino}-3,3-dimethyl-1,5-dioxaspiro[5.5]undecan-9-carboxylat OCC(COC(=O)C1(CCC2(OCC(CO2)(C)C)CC1)NC(CC1=C(C=C(C=C1C)Cl)C)=O)(C)C.C(CCCCCCCCCCC)(=O)[NH-]